C(C1=CC=CC=C1)N1C=2C(=C(C=C1)C1=CC=C(C=C1)C(=O)C1=CC=CC=C1)C=C(N2)C2=CC=C(C=C2)OCC (4-(7-benzyl-2-(4-ethoxyphenyl)-7H-pyrrolo[2,3-b]pyridin-4-yl)phenyl)(phenyl)methanone